pyridine-carbonate C(O)(O)=O.N1=CC=CC=C1